tert-butyl (3S)-3-[(1R)-2-[[3-(cyclobutylamino)-5-(1-piperidyl)benzoyl]amino]-1-hydroxy-ethyl]-7-(methoxymethoxy)-3,4-dihydro-1H-isoquinoline-2-carboxylate C1(CCC1)NC=1C=C(C(=O)NC[C@@H](O)[C@H]2N(CC3=CC(=CC=C3C2)OCOC)C(=O)OC(C)(C)C)C=C(C1)N1CCCCC1